3-[(2-Cyano-6-methyl-4-pyridyl)amino]-5-(methylamino)-6-(3-methylimidazo[4,5-c]pyridin-7-yl)pyrazin-2-carboxamid C(#N)C1=NC(=CC(=C1)NC=1C(=NC(=C(N1)NC)C=1C2=C(C=NC1)N(C=N2)C)C(=O)N)C